COC1=CC(=C(C=C1OC)NC(=O)C=1OC2=CC=CC=C2C(C1)=O)C(NC1=CC=C(C=C1)CCN(CC=1C=NC=C(C1)OCCN1CCOCC1)CC=1C=C2C=NN(C2=CC1)C)=O N-(4,5-Dimethoxy-2-((4-(2-(((1-methyl-1H-indazol-5-yl)methyl)((5-(2-morpholinoethoxy)pyridin-3-yl)methyl)amino)ethyl)phenyl)carbamoyl)phenyl)-4-oxo-4H-chromene-2-carboxamide